2-Amino-7-fluoro-4-(5-fluoro-3-(2-oxotetrahydrofuro[3,4-d]oxazol-3(2H)-yl)-7,9-dihydrofuro[3,4-f]quinazolin-6-yl)thieno[3,2-c]pyridine-3-carbonitrile NC1=C(C=2C(=NC=C(C2S1)F)C=1C2=C(C=3C=NC(=NC3C1F)N1C(OC3C1COC3)=O)COC2)C#N